4-chloro-2-((2-iodophenyl)ethynyl)-N,N-dimethylaniline ClC1=CC(=C(N(C)C)C=C1)C#CC1=C(C=CC=C1)I